9-(2-benzyloxy-3-(pyridin-2-yl)phenyl)-4-azacarbazole C(C1=CC=CC=C1)OC1=C(C=CC=C1C1=NC=CC=C1)N1C2=CC=CC=C2C=2N=CC=CC12